CC1=CC(=NC(=C1)C(N)=N)C(N)=N 4-methylpyridine-2,6-dicarboximidamide